C1(=CC=CC=C1)SC#N Phenyl Thiocyanate